9,9'-(2,4-bis(2,6-diphenylpyrimidin-4-yl)-6-(3-phenyl-6-(6-phenylpyridin-2-yl)-9H-carbazol-9-yl)-1,3-phenylene)bis(3-methyl-9H-carbazole) C1(=CC=CC=C1)C1=NC(=CC(=N1)C1=C(C(=CC(=C1N1C2=CC=CC=C2C=2C=C(C=CC12)C)C1=NC(=NC(=C1)C1=CC=CC=C1)C1=CC=CC=C1)N1C2=CC=C(C=C2C=2C=C(C=CC12)C1=CC=CC=C1)C1=NC(=CC=C1)C1=CC=CC=C1)N1C2=CC=CC=C2C=2C=C(C=CC12)C)C1=CC=CC=C1